di(methylcyclohexyl)dimethylmethane CC1(CCCCC1)C(C)(C)C1(CCCCC1)C